C1(CCCC1)NS(=O)(=O)C1CN(CCC1)C1=NC(=NC=C1)C1=CN=C2N1C=C(N=C2)C(F)F N-Cyclopentyl-1-(2-(6-(difluoromethyl)imidazo[1,2-a]pyrazin-3-yl)pyrimidin-4-yl)piperidine-3-sulfonamide